5-iodo-2-benzofuran-1,3-dione IC1=CC2=C(C(OC2=O)=O)C=C1